C1OCC12CN(C2)CC=2C=CC=NC2OC 5-((2-oxa-6-azaspiro[3.3]heptan-6-yl)methyl)-6-methoxypyridin